CC1=CC=C(C2=C1OCC21CC1)OC1=CC=C(C=N1)NC=1C=NC=CC1N N3-[6-(7-methylspiro[2H-benzofuran-3,1'-cyclopropane]-4-yl)oxy-3-pyridyl]pyridine-3,4-diamine